FC(OC1=CC=C(CN2C=CC=3C2=CC=C2C(=NC(=NC32)N)N)C=C1)(F)F 7-(4-(trifluoromethoxy)benzyl)-7H-pyrrolo[2,3-h]quinazoline-2,4-diamine